2,4-di(4-Methoxyphenyl)-1,3-dithia-2,4-diphospholane-2,4-disulfide COC1=CC=C(C=C1)P1(SCP(S1)(C1=CC=C(C=C1)OC)=S)=S